O1C=C(C=C1)CN Furan-3-methylamine